C1(CC2C(CC1)O2)CCC[Si](OC)(OC)C {3-(3,4-epoxycyclohexyl)propyl}methyldimethoxysilane